[4-(2-methyl-2H-[1,2,3]triazol-4-yl)-benzyl]-{6-[7-(pyridin-3-ylmethoxy)-imidazo[1,2-a]pyridin-3-yl]-pyrimidin-4-yl}-amine CN1N=CC(=N1)C1=CC=C(CNC2=NC=NC(=C2)C2=CN=C3N2C=CC(=C3)OCC=3C=NC=CC3)C=C1